OS(=O)(=O)C(F)(F)F.N1(CCNCC1)C(=O)OC1=CC=2C=C3C(=NC2C=C1)C1=CC2=C(CN1C3)COCC2 3,4,12,14-tetrahydro-1H-pyrano[3',4':6,7]indolizino[1,2-b]quinolin-9-yl piperazine-1-carboxylate triflate